N=1N(N=CC1)C=1C=C(C[C@H]2N(CCOC2)C=O)C=CC1 [(R)-3-(3-[1,2,3]triazol-2-yl-benzyl)-morpholin-4-yl]-methanone